ClCCCCCC(=O)NC1=CC=C(C=C1)C=1SC=CN1 2-(4-(6-chlorohexanamido)phenyl)thiazole